C(C1=CC=CC=C1)OC=1C=C2C(=C(N(C2=CC1)CC1=CC=C(C=C1)CCO)C1=C(C=CC=C1)Cl)F 2-(4-((5-(benzyloxy)-2-(2-chlorophenyl)-3-fluoro-1H-indol-1-yl)methyl)phenyl)ethan-1-ol